Tetrapropyl-ammonium C(CC)[N+](CCC)(CCC)CCC